C(C)N(C(C1=C(C=CC(=C1)F)OC1=C(N=CN=N1)N1CC2(CN(C2)[C@H](C(C)C)C[C@H](CN(C)C(C)C)O)CC1)=O)C(C)C N-ethyl-5-fluoro-2-((5-(2-((3S,5R)-5-hydroxy-6-(isopropyl-(methyl)amino)-2-methylhexan-3-yl)-2,6-diazaspiro[3.4]oct-6-yl)-1,2,4-triazin-6-yl)oxy)-N-isopropylbenzamide